N1=CC(=CC=C1)C=1C=C(C=C(C1)C=1C=NC=CC1)C1=NC(=NC(=C1)C1=CC(=CC(=C1)C=1C=NC=CC1)C=1C=NC=CC1)C 4,6-Bis(3,5-di(pyrid-3-yl)phenyl)-2-methylpyrimidine